ONC(=N)C1=NC2=CC(=CC(=C2C=C1C1=CC=C(C=C1)N1CCN(CC1)C1COC1)C(C)O)C N-hydroxy-5-(1-hydroxyethyl)-7-methyl-3-(4-(4-(oxetan-3-yl)piperazin-1-yl)phenyl)quinoline-2-carboximidamide